ClC=1C(=C(C(=CC1)C(F)F)C1=CN=C(C(=N1)C(=O)NC=1C=NN(C1)CC1=NC=C(C=C1F)N1C([C@@H]2C[C@@H]2C1)=O)C)F 6-(3-chloro-6-(difluoromethyl)-2-fluorophenyl)-N-(1-((3-fluoro-5-((1r,5s)-2-oxo-3-azabicyclo[3.1.0]hex-3-yl)pyridin-2-yl)methyl)-1H-pyrazol-4-yl)-3-methylpyrazine-2-carboxamide